C(O[C@@H](C)C(CC)OP(=O)(OCC1=CC=CC=C1)OCC1=CC=CC=C1)(OCCl)=O (2S)-3-((bis(benzyloxy)phosphoryl)oxy)pentan-2-yl (chloromethyl) carbonate